S1C2=C(C=C1)C=C(C=C2)C=2C=C(C=CC2)C2(CC2)C=2NC(C=1CN(CCCC1N2)C(=O)OC(C)(C)C)=O tert-butyl 2-(1-(3-(benzo[b]thiophen-5-yl) phenyl) cyclopropyl)-4-oxo-3,4,5,7,8,9-hexahydro-6H-pyrimido[5,4-c]azepin-6-carboxylate